OCCS(=O)(=O)NC1=CC(=C(C2=C1CCO2)C(=O)N)N2CCC1(CC1)CC2 4-(2-hydroxyethylsulfonylamino)-6-(6-azaspiro[2.5]octane-6-yl)-2,3-dihydrobenzofuran-7-Carboxamide